OC1=C(C=C(C=C1)O)C1=C(CCC2N(CCCC2)C)C=CC=C1 2-[2-(2,5-dihydroxy-phenyl)-phenethyl]-N-methylpiperidine